3-(dimethylamino)-4H-benzo[e][1,2]oxazin-4-one CN(C1=NOC2=C(C1=O)C=CC=C2)C